C(C1=CC=CC=C1)OCC1=NN(C(N1CC)=O)C=1N(C(C2=CC(=CC=C2C1C(C)C)F)=O)C=1C(=NNC1Cl)C (3-((benzyloxy)methyl)-4-ethyl-5-oxo-4,5-dihydro-1H-1,2,4-triazol-1-yl)-2-(5-chloro-3-methyl-1H-pyrazol-4-yl)-7-fluoro-4-isopropylisoquinolin-1(2H)-one